C(C)OC=1C=C2C(=NC(=NC2=CC1)C1=CC(=CC=C1)OCCN1C(COCC1)C)NC1CC(NC1)=O 4-((6-Ethoxy-2-(3-(2-(3-methylmorpholino)ethoxy)phenyl)quinazolin-4-yl)amino)pyrrolidin-2-one